C(CCCCCCCCCCCCCCCCC)N(C)CC(=O)O stearylsarcosine